C(C)(C)(C)OC(=O)N1CCC(CC1)(C#N)CC=1C=NC(=CC1Br)C 4-[(4-bromo-6-methylpyridin-3-yl)methyl]-4-cyanopiperidine-1-carboxylic acid tert-butyl ester